(E)-6-Chloro-5-cyano-3,4-dimethyl-N-(3-(prop-1-en-1-yl)-1H-indazol-5-yl)picolinamide ClC1=C(C(=C(C(=N1)C(=O)NC=1C=C2C(=NNC2=CC1)\C=C\C)C)C)C#N